isopropyl 4-fluoro-2-isopropoxybenzoate FC1=CC(=C(C(=O)OC(C)C)C=C1)OC(C)C